trans-Carane C[C@H]1CC[C@H]2[C@@H](C1)C2(C)C